(E)-3-phenyl-5-(4-phenyl-3-butene-2-yl)pyridine C1(=CC=CC=C1)C=1C=NC=C(C1)C(C)\C=C\C1=CC=CC=C1